tert-butyl 4-(indolin-5-yl)-5,6-dihydropyridine-1(2H)-carboxylate N1CCC2=CC(=CC=C12)C1=CCN(CC1)C(=O)OC(C)(C)C